N-(5-chloro-6-(difluoromethoxy)pyridin-3-yl)-2-fluoro-8,8-dimethyl-7,8-dihydro-6H-cyclopenta[e]pyrazolo[1,5-a]pyrimidine-6-carboxamide ClC=1C=C(C=NC1OC(F)F)NC(=O)C1CC(C2=C1C=NC=1N2N=C(C1)F)(C)C